(3S)-4-((S)-3-(benzyloxy)-2-oxopyrrolidin-1-yl)-3-((tert-butoxycarbonyl) amino)-1-(cyclopropylamino)-1-oxobutan-2-yl acetate C(C)(=O)OC(C(=O)NC1CC1)[C@H](CN1C([C@H](CC1)OCC1=CC=CC=C1)=O)NC(=O)OC(C)(C)C